COC=1C=CC2=C(C=C(O2)C2=C3N=CC(=NC3=CC(=C2)C)COC)C1 5-(5-methoxybenzofuran-2-yl)-2-(methoxymethyl)-7-methylquinoxaline